4-bromo-3,5-dimethyl-1,1'-biphenyl BrC1=C(C=C(C=C1C)C1=CC=CC=C1)C